C1(=CC=CC=C1)N([C@@H](C)CC(=O)O)C1=CC=CC=C1 (S)-diphenyl-beta-homoalanine